α-isopropylmalic acid CC(C)C(CC(=O)O)(C(=O)O)O